BrC1=CC=CC2=C1NC(=N2)C(Cl)(Cl)Cl 7-bromo-2-(trichloromethyl)-1H-benzimidazole